tert-Butyl (2-oxo-2-(phenylamino)ethyl)(phenyl)carbamate O=C(CN(C(OC(C)(C)C)=O)C1=CC=CC=C1)NC1=CC=CC=C1